SCCC[SiH2]O[Si](C)(C)C 3-mercaptopropyltrimethylsilaneOxysilane